{3-[5-(2-aminopyrimidin-4-yl)-2-(piperidin-4-yl)-1,3-thiazol-4-yl]-2-fluorophenyl}propane-1-sulfonamide hydrochloride salt Cl.NC1=NC=CC(=N1)C1=C(N=C(S1)C1CCNCC1)C=1C(=C(C=CC1)C(CC)S(=O)(=O)N)F